C(C)(C)(C)OC(=O)N1C(N(C2=C1C=CC=C2)C2=CC(=NC=C2)OC)=O 3-(2-methoxypyridin-4-yl)-2-oxo-2,3-dihydro-1H-benzo[d]imidazole-1-carboxylic acid tert-butyl ester